N-(1-methylundecyl)-bicyclo[2.2.1]Hept-5-ene-2,3-dicarboximide CC(CCCCCCCCCC)N1C(=O)C2C3C=CC(C2C1=O)C3